BrC1=CC=C(C(=N1)C(=O)OC)N(C(C(C1=CC=CC=C1)C1=CC=CC=C1)=O)C methyl 6-bromo-3-(N-methyl-2,2-diphenylacetamido)picolinate